ClC1=C(C(=CC=C1Cl)OC)C1CC12CCN(CC2)C(=O)OC(C)(C)C tert-butyl 1-(2,3-dichloro-6-methoxyphenyl)-6-azaspiro[2.5]octane-6-carboxylate